3-(((4-(5-(trifluoromethyl)pyridin-2-yl)bicyclo[2.2.2]octan-1-yl)methyl)amino)benzonitrile FC(C=1C=CC(=NC1)C12CCC(CC1)(CC2)CNC=2C=C(C#N)C=CC2)(F)F